(6'-bromo-8'-methoxy-4'H-spiro[cyclopropane-1,5'-naphtho[2,1-d]isoxazol]-3'-yl)-2-methoxy-N-(2-(trimethylsilyl)ethyl)benzenesulfonamide BrC1=C2C3(CC=4C(=NOC4C2=CC(=C1)OC)C=1C(=C(C=CC1)S(=O)(=O)NCC[Si](C)(C)C)OC)CC3